N-[1-[5-bromo-2-(5-fluoro-2-pyridyl)-1,2,4-triazol-3-yl]ethyl]-2-(1-cyanocyclopropyl)-6-(trifluoromethyl)pyridine-4-carboxamide BrC=1N=C(N(N1)C1=NC=C(C=C1)F)C(C)NC(=O)C1=CC(=NC(=C1)C(F)(F)F)C1(CC1)C#N